C[C@@H]1CN2C(O1)=NC(=C2C)C=2C=C(C=CC2F)S(=O)(=O)N(C)CC2=CC=C(C=C2)OC (R)-3-(2,5-dimethyl-2,3-dihydroimidazolo[2,1-b]oxazol-6-yl)-4-fluoro-N-(4-methoxybenzyl)-N-methylbenzenesulfonamide